ethyl 2-chloro-6-hydroxy-8,8-dimethyl-7,8-dihydro-6H-cyclopenta[e]pyrazolo[1,5-a]pyrimidine-6-carboxylate ClC1=NN2C(N=CC3=C2C(CC3(C(=O)OCC)O)(C)C)=C1